5-tert-butyl 6-methyl 1,1-difluoro-5-azaspiro[2.4]heptane-5,6-dicarboxylate FC1(CC12CN(C(C2)C(=O)OC)C(=O)OC(C)(C)C)F